4-methoxy-N-[(1s,4s)-4-{[7-methyl-2-(trifluoromethyl)imidazo[1,2-a]pyridin-5-yl]amino}cyclohexyl]benzamide COC1=CC=C(C(=O)NC2CCC(CC2)NC2=CC(=CC=3N2C=C(N3)C(F)(F)F)C)C=C1